trans-1-methyl-4-(1-methyl-1H-pyrazol-4-yl)pyrrolidin-3-amine CN1C[C@H]([C@@H](C1)C=1C=NN(C1)C)N